(2-chloro-4-(2-fluorophenoxy)phenyl)(5-cyclopropoxy-4-(((3R,6S)-6-(hydroxymethyl)tetrahydro-2H-pyran-3-yl)amino)-1H-pyrrolo[2,3-b]pyridin-3-yl)methanone ClC1=C(C=CC(=C1)OC1=C(C=CC=C1)F)C(=O)C1=CNC2=NC=C(C(=C21)N[C@H]2CO[C@@H](CC2)CO)OC2CC2